C(C)C(CC1=C(C=CC=C1)C(C)=O)CC 1-(2-Ethylbutylphenyl)ethan-1-one